(R)-N-(1-(3-(difluoromethyl)-2-fluorophenyl)ethyl)-7-methoxy-2-methyl-6-(4-(tetrahydro-2H-pyran-4-yl)piperazin-1-yl)pyrido[2,3-d]pyrimidin-4-amine FC(C=1C(=C(C=CC1)[C@@H](C)NC=1C2=C(N=C(N1)C)N=C(C(=C2)N2CCN(CC2)C2CCOCC2)OC)F)F